2-chloro-pyridine-3-carboxylate ClC1=NC=CC=C1C(=O)[O-]